N-acetyl-L-cysteineamide C(C)(=O)NC([C@@H](N)CS)=O